1-(5-Chloro-2-((1-methyl-1H-pyrazol-5-yl)amino)phenyl)cyclopropane-1-carbonitrile ClC=1C=CC(=C(C1)C1(CC1)C#N)NC1=CC=NN1C